2-{[7-amino-4-(3-cyclopropyl-1H-indazol-5-yl)-1-oxo-2,3-dihydro-1H-isoindol-2-yl]methyl}prop-2-enenitrile NC=1C=CC(=C2CN(C(C12)=O)CC(C#N)=C)C=1C=C2C(=NNC2=CC1)C1CC1